(+/-)-N5-(2-methoxyethyl)-N7-methyl-3-phenyl-2,3-dihydrobenzofuran-5,7-dicarboxamide COCCNC(=O)C=1C=C(C2=C([C@H](CO2)C2=CC=CC=C2)C1)C(=O)NC |r|